NCC=1C=C2C=CN=C(C2=CC1)N(C(OC(C)(C)C)=O)C(=O)OC(C)(C)C tert-butyl N-[6-(aminomethyl)-1-isoquinolinyl]-N-tert-butoxycarbonylcarbamate